5-(3-carboxy-2,5-dihydroxybenzoylamino)nicotinic acid C(=O)(O)C=1C(=C(C(=O)NC=2C=NC=C(C(=O)O)C2)C=C(C1)O)O